5-((1S,2R)-1-(7-chloro-9-(methoxymethyl)-1,1-dioxido-3,4-dihydro-2H-benzo[b][1,4,5]oxathiazepin-2-yl)-2-(6-fluoro-2,3-dimethylphenyl)propyl)-1,3,4-oxadiazol-2(3H)-one ClC=1C=C(C2=C(OCCN(S2(=O)=O)[C@@H]([C@H](C)C2=C(C(=CC=C2F)C)C)C2=NNC(O2)=O)C1)COC